[7-morpholino-5-[4-[[5-(2-morpholinoethoxy)pyrimidin-2-yl]amino]cyclohexoxy]-1,6-naphthyridin-3-yl]methanesulfonamide O1CCN(CC1)C1=NC(=C2C=C(C=NC2=C1)CS(=O)(=O)N)OC1CCC(CC1)NC1=NC=C(C=N1)OCCN1CCOCC1